(6-(4-((diethylamino)methyl)piperidin-1-yl)-5-methylpyridin-3-yl)methanol C(C)N(CC)CC1CCN(CC1)C1=C(C=C(C=N1)CO)C